Platinum (II) oxalate C(C(=O)[O-])(=O)[O-].[Pt+2]